O=C1N(C(C2=CC=CC=C12)=O)CCOCC=O 2-(2-(1,3-dioxoisoindolin-2-yl)ethoxy)acetaldehyde